C(C)(=O)C1=NN(C=C1C(=O)O)C(C)C=1C=NC(=CC1C)Cl 3-acetyl-1-(1-(6-chloro-4-methylpyridin-3-yl)ethyl)-1H-pyrazole-4-carboxylic acid